C1(=C2C(=CC=C1)O2)C2(CC=C(C=C2)C=O)OCCO 4-epoxyphenyl-(4-(2-hydroxyethoxy)phenyl)methanone